(2S,3R,4S)-2-((6-((3-bromobenzyl)amino)-9H-purin-9-yl)methyl)tetrahydrothiophene-3,4-diol BrC=1C=C(CNC2=C3N=CN(C3=NC=N2)C[C@@H]2SC[C@H]([C@H]2O)O)C=CC1